C(C)(C)(C)C1=C(C=C(C(=C1)OC#N)C(C)(C)C)OC#N 2,5-di-tert-butyl-1,4-dicyanatobenzene